α-naphthyl-δ-caprolactone C1(=CC=CC2=CC=CC=C12)C1C(=O)OC(CC1)C